CC1N(CCC1)[Si](C)(C)C 2-methylpyrrolidinotrimethylsilane